(pyridin-2-yl)pyridin-2-thioamide dihydrochloride Cl.Cl.N1=C(C=CC=C1)C=1C(=NC=CC1)C(N)=S